(S)-N-(1-(6-(4-fluoro-1H-pyrazol-1-yl)pyridin-3-yl)ethyl)-1-(4-((5-methyl-1H-pyrazol-3-yl)amino)quinazolin-2-yl)piperidine-4-carboxamide FC=1C=NN(C1)C1=CC=C(C=N1)[C@H](C)NC(=O)C1CCN(CC1)C1=NC2=CC=CC=C2C(=N1)NC1=NNC(=C1)C